2'-chloro-N-(5-((1-fluorocyclopropyl)methoxy)-1,3,4-thiadiazol-2-yl)-5'-methoxy-6-methyl-(4,4'-bipyridine)-3-carboxamide ClC1=NC=C(C(=C1)C1=C(C=NC(=C1)C)C(=O)NC=1SC(=NN1)OCC1(CC1)F)OC